diphenyliodo-2,4-Difluorobenzenesulfonate C1(=CC=CC=C1)C1=C(C(=C(C(=C1S(=O)(=O)[O-])F)I)F)C1=CC=CC=C1